NC=1C=C(C=C(C1)C(F)(F)F)[C@@H](C)NC1=NC(=NC2=CC3=C(C=C12)OCCO3)C (R)-N-(1-(3-amino-5-(trifluoromethyl)phenyl)ethyl)-2-methyl-7,8-dihydro-[1,4]dioxino[2,3-g]quinazolin-4-amine